N[C@@H]1CN(C[C@@H]1N)C(=O)OC(C)(C)C tert-butyl cis-3,4-diaminopyrrolidine-1-carboxylate